C(C1=CC=CC=C1)NC(=O)N(C1(CC1)C(=O)OC)CC=1SC(=NN1)Br methyl 1-[benzylcarbamoyl-[(5-bromo-1,3,4-thiadiazol-2-yl)methyl]amino]cyclopropanecarboxylate